3-bromo-N-(4-methoxyphenyl)-1H-pyrazolo[3,4-d]pyrimidin-4-amine BrC1=NNC2=NC=NC(=C21)NC2=CC=C(C=C2)OC